CN1C(=NC=C1CN(C(OC(C)(C)C)=O)S(=O)(=O)C=1C=NC2=CC(=NC(=C2C1)OC1CCC(CC1)NC1=NC=C(C=N1)C(F)(F)F)N1CCOCC1)[N+](=O)[O-] tert-butyl N-[(3-methyl-2-nitro-imidazol-4-yl)methyl]-N-[[7-morpholino-5-[4-[[5-(trifluoromethyl)pyrimidin-2-yl]amino]cyclohexoxy]-1,6-naphthyridin-3-yl]sulfonyl]carbamate